CC1=C(C(=C(OC2=C(C(=C(C=C2)O)OC2=C(C(=C(C=C2)C)C)C)OC2=C(C(=C(C=C2)C)C)C)C=C1)C)C tri(trimethylphenoxy)phenol